1,4,5-Trihydroxycyclohexanecarboxylic acid Selenium [Se].OC1(CCC(C(C1)O)O)C(=O)O